ClC1=NC=NC(=C1C(C(=O)O)([2H])[2H])NCC1=C(C=C(C=C1)OC)OC 2-(4-chloro-6-((2,4-dimethoxybenzyl)amino)pyrimidin-5-yl)acetic acid-2,2-d2